C1(=CC=CC=C1)[C@@H](CC=C)N (R)-1-phenylbut-3-ene-1-amine